(2S)-2-[4-bromo-2-(4-ethoxy-4,5-dihydroisoxazol-3-yl)phenoxy]-3-cyclobutylpropionic acid tert-butyl ester C(C)(C)(C)OC([C@H](CC1CCC1)OC1=C(C=C(C=C1)Br)C1=NOCC1OCC)=O